5-(((6aS,8R)-6a-(difluoromethyl)-2-(3-fluoro-2-hydroxyphenyl)-5,6,6a,7,8,9-hexahydropyrrolo[1',2':4,5]pyrazino[2,3-c]pyridazin-8-yl)oxy)-3,4-dimethylpicolinaldehyde FC([C@@]12N(C=3C(=NN=C(C3)C3=C(C(=CC=C3)F)O)NC1)C[C@@H](C2)OC=2C(=C(C(=NC2)C=O)C)C)F